C1N(CCC2=CC=CC=C12)[C@H]1[C@@H](CN(CC1)C(=O)C1=NC(=NC(=C1)NC1CCNCC1)OC)O ((3R,4R)-4-(3,4-dihydroisoquinolin-2(1H)-yl)-3-hydroxypiperidin-1-yl)(2-methoxy-6-(piperidin-4-ylamino)pyrimidin-4-yl)methanone